(2-methyl-2H-tetrazol-5-yl)-1H-pyrrolo[2,3-c]pyridine hydrochloride Cl.CN1N=C(N=N1)N1C=CC=2C1=CN=CC2